4-[1-(1H-indol-6-ylsulfonyl)-3,6-dihydro-2H-pyridin-4-yl]phenol N1C=CC2=CC=C(C=C12)S(=O)(=O)N1CCC(=CC1)C1=CC=C(C=C1)O